1-(5-(4-cyclopropyl-3-fluorophenyl)-2,3-dihydro-1H-inden-1-yl)azetidine-3-carboxylic acid C1(CC1)C1=C(C=C(C=C1)C=1C=C2CCC(C2=CC1)N1CC(C1)C(=O)O)F